(2,6-dioxopiperidin-3-yl)isoindoline-1,3-dione O=C1NC(CCC1N1C(C2=CC=CC=C2C1=O)=O)=O